NC1=NC(=C(C=2N1C(N(N2)C[C@H]2NC[C@H](C2)F)=O)C2=CC(=NC(=C2)C)C)C2=CC=CC=C2 5-amino-8-(2,6-dimethyl-4-pyridyl)-2-[[(2S,4S)-4-fluoropyrrolidin-2-yl]methyl]-7-phenyl-[1,2,4]triazolo[4,3-c]pyrimidin-3-one